ClC=1NSSC1C1=C(C(=C(C(=C1F)F)F)F)F 4-chloro-5-(perfluorophenyl)-1,2,3-dithiazole